(R)-2-((1-(2-cyano-3-(2,2-difluoro-6-azaspiro[3.4]octan-6-yl)-7-methylquinoxalin-5-yl)ethyl)amino)benzoic acid C(#N)C1=NC2=CC(=CC(=C2N=C1N1CC2(CC(C2)(F)F)CC1)[C@@H](C)NC1=C(C(=O)O)C=CC=C1)C